C(CC)N1C2C(OCC1)C1=CC(=CC=C1CC2)O 4-propyl-3,4,4a,5,6,10b-hexahydro-2H-naphtho[1,2-b][1,4]oxazin-9-ol